4,4,5,5-tetramethyl-2-(5'-phenyl-[1,1':2',1''-terphenyl]-4'-yl)-1,3,2-dioxaborolane CC1(OB(OC1(C)C)C=1C=C(C(=CC1C1=CC=CC=C1)C1=CC=CC=C1)C1=CC=CC=C1)C